C1C=CC2C1C(=O)C2(Cl)Cl (+/-)-7,7-dichlorobicyclo[3.2.0]hept-2-en-6-one